OC1=C(C=C(C=C1C(C)(C)C)C)C1=C(C=CC=2NN=NC21)Cl (2'-hydroxyl-3'-tert-butyl-5'-methylphenyl)-5-chlorobenzotriazole